ClC1=C(C(=CC=C1Cl)O)C1CC2COC(C(N2CC1)=O)CN1CCCC1 8-(2,3-dichloro-6-hydroxyphenyl)-3-(pyrrolidin-1-ylmethyl)-hexahydro-1H-pyrido[2,1-c][1,4]oxazin-4-one